C(=O)C=1C(=CC=C2C(=C(C(OC12)=O)C1=CC=C(C(=O)NCCN2CCOCC2)C=C1)C)O 4-(8-formyl-7-hydroxy-4-methyl-2-oxo-2H-chromen-3-yl)-N-(2-morpholinoethyl)benzamide